6,7-Dibromonaphtho[2,3-d][1,3]dioxole BrC1=CC2=CC3=C(OCO3)C=C2C=C1Br